3-(5-((4-((4'-fluoro-5,5-dimethyl-3,4,5,6-tetrahydro-[1,1'-biphenyl]-2-yl)methyl)piperazin-1-yl)methyl)-1-oxoisoindolin-2-yl)piperidine-2,6-dione FC1=CC=C(C=C1)C1=C(CCC(C1)(C)C)CN1CCN(CC1)CC=1C=C2CN(C(C2=CC1)=O)C1C(NC(CC1)=O)=O